2-phenylthio-4,6-bis(trichloromethyl)-s-triazine C1(=CC=CC=C1)SC1=NC(=NC(=N1)C(Cl)(Cl)Cl)C(Cl)(Cl)Cl